1-(chlorocarbonyl)cyclopropanecarboxylic acid methyl ester COC(=O)C1(CC1)C(=O)Cl